OC1=CC=C(CCN[C@@H](C(=O)N[C@H](C(=O)NCC2=CC=C(C=C2)C(=N)NC(OCC2=CC=CC=C2)=O)C)CCC2=CC=CC=C2)C=C1 Benzyl ((4-(((S)-2-((R)-2-((4-hydroxyphenethyl)amino)-4-phenylbutanamido)propanamido)methyl)phenyl)(imino)methyl)carbamate